ClC1=C(C=C(C=C1)NC(=O)N1[C@@H]2C[C@H](C[C@]1(C2)CC#N)C)N2N=CC=N2 (1S,3R,5R)-N-(4-chloro-3-(2H-1,2,3-triazol-2-yl)phenyl)-1-(cyanomethyl)-3-methyl-6-azabicyclo[3.1.1]heptane-6-carboxamide